ClC=1C(=NN2C1CN(CCC2)C(=O)OC(C)(C)C)C(N(C)OC)=O tert-butyl 3-chloro-2-[methoxy(methyl)carbamoyl]-4H,6H,7H,8H-pyrazolo[1,5-a][1,4]diazepine-5-carboxylate